4-Acetoxy-1-acetyl-piperidine-4-carboxylic acid C(C)(=O)OC1(CCN(CC1)C(C)=O)C(=O)O